C(CCCCCCCCCCCCCCCCC)N(C(CCCCCCCCC(=O)O)=O)CCCCCCCCCCCCCCCCCC N,N-distearylsebacic acid amide